CN1N=NC(=C1C1=C2C(=NC(=C1)N1[C@@H](COCC1)C)C(=NS2=O)C2=CC=NN2)C 7-(1,4-dimethyl-1H-1,2,3-triazol-5-yl)-5-((R)-3-methylmorpholino)-3-(1H-pyrazol-5-yl)isothiazolo[4,5-b]pyridine 1-oxide